(S)-(4-fluorophenyl) (phenyl) phosphate fluoride [F-].P(=O)(OC1=CC=C(C=C1)F)(OC1=CC=CC=C1)[O-]